carboxymethyl-imidazole chloride salt [Cl-].C(=O)(O)CC=1NC=CN1